tert-butyl (S)-methyl(1-(6-nitro-1H-benzo[d][1,2,3]triazol-1-yl)-1-thioxopropan-2-yl)carbamate CN(C(OC(C)(C)C)=O)[C@H](C(=S)N1N=NC2=C1C=C(C=C2)[N+](=O)[O-])C